N(=C=O)C=CCCCN=C=O 1,5-diisocyanatopentaneN